(rac)-[4-[2-(1,4-dioxan-2-yl)-3H-imidazo[4,5-b]pyridin-7-yl]-1-piperidyl]-[4-(trifluoromethoxy)phenyl]methanone O1[C@@H](COCC1)C1=NC=2C(=NC=CC2C2CCN(CC2)C(=O)C2=CC=C(C=C2)OC(F)(F)F)N1 |r|